5-azido-N-(4-(5-benzamido-1-methyl-1H-pyrazol-3-yl)phenyl)-2-chlorobenzamide N(=[N+]=[N-])C=1C=CC(=C(C(=O)NC2=CC=C(C=C2)C2=NN(C(=C2)NC(C2=CC=CC=C2)=O)C)C1)Cl